C(C)(C)(C)[Si](C)(C)OCC1CC2=CC(=CC(=C2C1)F)OC1COC1 tert-butyl-[[4-fluoro-6-(oxetan-3-yloxy)indan-2-yl]methoxy]-dimethyl-silane